N-[4-(4-methoxyphenyl)-2,2-dimethylbutyl]-4-methylbenzenesulfonamide COC1=CC=C(C=C1)CCC(CNS(=O)(=O)C1=CC=C(C=C1)C)(C)C